N-[2-(2-aminoethoxy)ethyl]-4-[[3-[1-[(3,3-difluorocyclobutyl)methyl]-3-(trifluoromethyl)pyrazol-4-yl]imidazo[1,2-a]pyrazin-8-yl]amino]-2-ethylbenzamide NCCOCCNC(C1=C(C=C(C=C1)NC=1C=2N(C=CN1)C(=CN2)C=2C(=NN(C2)CC2CC(C2)(F)F)C(F)(F)F)CC)=O